6-(1-isobutyl-1H-indol-5-yl)-N-(1,2,4-thiadiazol-5-yl)pyridine-2-sulfonamide C(C(C)C)N1C=CC2=CC(=CC=C12)C1=CC=CC(=N1)S(=O)(=O)NC1=NC=NS1